4-(2-ethyl-5-methylsulfonyl-2,3-dihydro-1-benzofuran-7-yl)-2-methylisoquinolin-1-one C(C)C1OC2=C(C1)C=C(C=C2C2=CN(C(C1=CC=CC=C21)=O)C)S(=O)(=O)C